N-((5-chloro-6-(thiazol-4-ylmethoxy)-1H-indol-2-yl)methyl)bicyclo[2.2.1]heptane-1-carboxamide ClC=1C=C2C=C(NC2=CC1OCC=1N=CSC1)CNC(=O)C12CCC(CC1)C2